CN1N=C2C(=CC(=CC2=C1)C=1SC2=C(N1)C=CC(=C2)C=2CCN(CC2)C(=O)OC(C)(C)C)C tert-butyl 4-[2-(2,7-dimethylindazol-5-yl)-1,3-benzothiazol-6-yl]-3,6-dihydro-2H-pyridine-1-carboxylate